C(C1=CC=CC=C1)OC(=O)N[C@H](C(=O)N[C@H](C(=O)OC)CC(C)C)CC(C(F)F)(C)C methyl (S)-2-((S)-2-(benzyloxycarbonylamino)-5,5-difluoro-4,4-dimethylpentanoylamino)-4-methylpentanoate